FC1=CC=CC=2C3=C(C=CC(C[C@]4(C[C@H](CC4)NS(=O)(=O)C)C=4N=CC=C(COC12)N4)=C3)F N-[(1'S,15R)-6,20-difluorospiro[8-oxa-13,22-diazatetracyclo[15.3.1.110,14.02,7]docosa-1(20),2(7),3,5,10,12,14(22),17(21),18-nonaene-15,3'-cyclopentane]-1'-yl]methanesulfonamide